FC1=CC=C(C=C1)C1=C(C(=NC2=CC(=CC=C12)O)CCCC(=O)O)C(C)C 4-[4-(4-fluorophenyl)-7-hydroxy-3-isopropyl-2-quinolyl]butanoic acid